NC(C(=O)O)(CCCCB(O)O)CCN1CCC(CC1)(C)C 2-amino-6-borono-2-(2-(4,4-dimethylpiperidin-1-yl)ethyl)hexanoic acid